6-((1H-pyrazol-1-yl)methyl)quinoline-4-carboxylic acid N1(N=CC=C1)CC=1C=C2C(=CC=NC2=CC1)C(=O)O